CN(CCC[C@]1(OCC2=CC(=CC=C12)C#N)C1=CC=C(C=C1)F)C (S)-(+)-1-[3-(dimethylamino)propyl]-1-(4-fluorophenyl)-1,3-dihydro-5-isobenzofurancarbonitrile